(1-(5-(3-methyltetrahydrofuran-3-yl)-1,2,4-oxadiazol-3-yl)-1H-pyrazolo[4,3-c]pyridin-6-yl)acetamide Ammonium sulfat S(=O)(=O)([O-])[O-].[NH4+].CC1(COCC1)C1=NC(=NO1)N1N=CC=2C=NC(=CC21)CC(=O)N.[NH4+]